FC1=C(N=C(C2=C1N=C(N=C2)SC)N(CCC=2C=C(C=CC2)S(=O)(=O)O)C)C2=CC(=CC1=CC=C(C(=C21)C#C[Si](C(C)C)(C(C)C)C(C)C)F)OCOC 3-(2-((8-fluoro-7-(7-fluoro-3-(methoxymethoxy)-8-((triisopropylsilyl)ethynyl)naphthalen-1-yl)-2-(methylthio)pyrido[4,3-d]pyrimidin-5-yl)(methyl)amino)ethyl)benzenesulfonic acid